ethyl (2R,3S,E)-2,3-dihydroxy-5-(3-(trifluoromethyl)phenyl)pent-4-enoate O[C@@H](C(=O)OCC)[C@H](\C=C\C1=CC(=CC=C1)C(F)(F)F)O